6-(8-(benzo[d]thiazol-2-ylcarbamoyl)-3,4-dihydroisoquinolin-2(1H)-yl)-3-(1-benzyl-5-(ethoxycarbonyl)-2-methyl-1H-pyrrol-3-yl)picolinic acid tert-butyl ester C(C)(C)(C)OC(C1=NC(=CC=C1C1=C(N(C(=C1)C(=O)OCC)CC1=CC=CC=C1)C)N1CC2=C(C=CC=C2CC1)C(NC=1SC2=C(N1)C=CC=C2)=O)=O